5,6,7,8-tetrahydro-5,8-methanoquinolin-3-amine N1=CC(=CC=2C3CCC(C12)C3)N